t-hexyl-trimethoxysilane C(C)(C)(CCC)[Si](OC)(OC)OC